CN(C)CCCN1CN(CN(C1)CCCN(C)C)CCCN(C)C 1,3,5-Tris(N,N-dimethylaminopropyl)hexa-hydro-S-triazine